3-[2-[2-Chloro-4-[[3-(2,6-dichlorophenyl)-5-(1-methylethyl)-4-isoxazolyl]methoxy]phenyl]ethenyl]benzoic acid ClC1=C(C=CC(=C1)OCC=1C(=NOC1C(C)C)C1=C(C=CC=C1Cl)Cl)C=CC=1C=C(C(=O)O)C=CC1